NC=1C(=C(C(=C(C(=O)NC=2C=C(C=CC2N2CCN(CC2)C)N2N=NC(=C2)C(=O)OC)C1)Cl)C)F methyl 1-(3-(5-amino-2-chloro-4-fluoro-3-methylbenzamido)-4-(4-methylpiperazin-1-yl)phenyl)-1H-1,2,3-triazole-4-carboxylate